(5S,8R)-8-hydroxy-N-(2,3,4-trifluorobenzyl)-5,6,7,8-tetrahydroquinoline-5-carboxamide O[C@@H]1CC[C@@H](C=2C=CC=NC12)C(=O)NCC1=C(C(=C(C=C1)F)F)F